Bis(2-hydroxyethyl) diselenide OCC[Se][Se]CCO